4-ethyl-5-iodo-1-((2-(trimethylsilyl)ethoxy)methyl)-1H-pyrazole C(C)C=1C=NN(C1I)COCC[Si](C)(C)C